C(C1CO1)OCCCC 4-butyl glycidyl ether